methyl 3-iodo-1,5-dimethyl-pyrazole-4-carboxylate IC1=NN(C(=C1C(=O)OC)C)C